NC1=C(C=C(C=N1)C1=CC=C(C=C1)C(=O)N1C[C@H](CC1)N)OCC1=C(C=C(C=C1)F)Cl {4-[6-amino-5-(2-chloro-4-fluoro-benzyloxy)-pyridin-3-yl]-phenyl}-[(3S)-3-amino-pyrrolidin-1-yl]-methanone